3-((3-exo)-3-((4-((5-methyl-1H-pyrazol-3-yl)amino)-7-(1-methyl-1H-pyrazol-4-yl)quinazolin-2-yl)amino)-8-azabicyclo[3.2.1]octan-8-yl)propionitrile CC1=CC(=NN1)NC1=NC(=NC2=CC(=CC=C12)C=1C=NN(C1)C)NC1CC2CCC(C1)N2CCC#N